Boc-(S)-5-Oxaproline C(=O)(OC(C)(C)C)N1[C@@H](CCO1)C(=O)O